C(C)C(=CC(CC=O)C)CC 5-ethyl-3-methylhept-4-enal